1-Cyanoprop-1-en-2-ol sodium salt [Na].C(#N)C=C(C)O